FC(OC1=CC=C(C=C1)C1=C(C(=NC(=N1)N)N)N)F (4-(difluoromethoxy)phenyl)pyrimidine-2,4,5-triamine